C(C\C=C\CCCC=C)(=O)OCC ethyl (E)-nona-3,8-dienoate